2-(trifluoromethyl)-1,3-dioxolane-2-methanol FC(C1(OCCO1)CO)(F)F